The molecule is the polyanion of poly(ribitol phosphate) arising from global deprotonation of phosphate OH groups in the repeating units. It is an organophosphate oxoanion and a member of poly(ribitol phosphate)s. It is a conjugate base of a poly(ribitol phosphate). C([C@@H]([C@@H]([C@@H](COP(=O)(O)[O-])O)O)O)O